ethyl (R)-11-(methoxymethyl)-3,3-dimethyl-8-oxo-12-(((trifluoromethyl)sulfonyl)oxy)-2,3,8,13b-tetrahydro-1H-pyrido[2,1-a]pyrrolo[1,2-c]phthalazine-7-carboxylate COCC=1C(=CC=2[C@@H]3N(N4C(C2C1)=CC(C(=C4)C(=O)OCC)=O)C(CC3)(C)C)OS(=O)(=O)C(F)(F)F